4-methyl-5-((5-methyl-7-oxo-8-(tetrahydro-2H-pyran-4-yl)-7,8-dihydropyrido[2,3-d]pyrimidin-2-yl)amino)picolinamide CC1=CC(=NC=C1NC=1N=CC2=C(N1)N(C(C=C2C)=O)C2CCOCC2)C(=O)N